Cl.FCC(CF)N1C2C3=CC=CC=C3C1CCC2 12-(1,3-Difluoropropan-2-yl)-12-azatricyclo[6.3.1.02,7]dodeca-2,4,6-triene hydrochloride